IC=1C=C2C=CNC2=C2C1COC2 5-iodo-6,8-dihydro-1H-furo[3,4-g]Indole